C(C=C)(=O)N1[C@H](CN(CC1)C1=NC(=NC=2CC3(CCC12)C(=C(C1=CC=CC=C13)C)F)OC[C@]1(N(CCC1)C)C)CC#N 2-((2S)-1-propenoyl-4-(2'-(((S)-1,2-dimethylpyrrolidin-2-yl)methoxy)-2-fluoro-3-methyl-5',8'-dihydro-6'H-spiro[inden-1,7'-quinazolin]-4'-yl)piperazin-2-yl)acetonitrile